[1,8]Naphthyridine-2-carboxylate N1=C(C=CC2=CC=CN=C12)C(=O)[O-]